(R)-1-((S)-9-methyl-1,2,4a,5-tetrahydro-4H-[1,4]oxazino[4',3':4,5][1,4]oxazino[2,3-b]quinoxalin-11-yl)ethan-1-amine CC=1C=C(C=2N=C3C(=NC2C1)OC[C@H]1N3CCOC1)[C@@H](C)N